methyl 4-methoxy-2-methyl-5-((phenylmethyl)sulfonamido)benzoate COC1=CC(=C(C(=O)OC)C=C1NS(=O)(=O)CC1=CC=CC=C1)C